BrC=1C=NC2=C(C(=CC=C2C1)F)C=1C(=NC(=CC1)N1C(=CC=C1C)C)CC 3-bromo-8-(6-(2,5-dimethyl-1H-pyrrol-1-yl)-2-ethylpyridin-3-yl)-7-fluoroquinoline